NCCCOC1=C(C=CC=C1)N1C=NC(=C1)NC=1N=CC(=NC1)C#N 5-((1-(2-(3-Aminopropoxy)phenyl)-1H-imidazol-4-yl)amino)pyrazine-2-carbonitrile